C(C)OC1=CC=C(C[C@H]2CCNC2)C=C1 (S)-4-(4-Ethoxy-benzyl)-pyrrolidine